CC(C(=O)OCC(CC=C(C(=O)[O-])C)(CC=C(C(=O)[O-])C)COC(C(=C)C)=O)=C 2,2-Bis[[(2-methyl-1-oxoallyl)-oxy]methyl]-1,3-propandiylbismethacrylat